The molecule is a carboxylic ester obtained by formal condensation of 2-(4-methoxy[1,1'-biphenyl]-3-yl)hydrazinecarboxylic acid with 2-propanol. It has a role as an acaricide. It derives from a carbazic acid. It derives from a hydride of a biphenyl. CC(C)OC(=O)NNC1=C(C=CC(=C1)C2=CC=CC=C2)OC